N-(4-(4-(6-(cyclopentyloxy)pyridin-2-yl)-1H-1,2,3-triazol-1-yl)-3-(6-azaspiro[2.5]oct-6-yl)phenyl)-2-hydroxyethane-1-sulfonamide C1(CCCC1)OC1=CC=CC(=N1)C=1N=NN(C1)C1=C(C=C(C=C1)NS(=O)(=O)CCO)N1CCC2(CC2)CC1